C(CN)CNCCCN 3,3'-diamino-dipropylamine